3-(5-Bromo-4-methyl-1-oxoisoindolin-2-yl)piperidine-2,6-dione BrC=1C(=C2CN(C(C2=CC1)=O)C1C(NC(CC1)=O)=O)C